[N+](=O)([O-])N1NC(=NN=C1N)N N-nitro-3,6-diamino-1,2,4,5-tetrazine